BrC=1C=CC=C2C(=C(N=NC12)C(=O)N[C@H]1CCOC2=CC=CC=C12)N(C)C 8-bromo-N-[(4S)-3,4-dihydro-2H-chromen-4-yl]-4-(dimethylamino)cinnoline-3-carboxamide